N[C@H]1C=2N=CSC2CC12CCN(CC2)C=2N=CC(=NC2)SC=2C(=C1C(N(C=NC1=CC2)CC(C)(C)O)=O)Cl 6-[5-[(4R)-4-aminospiro[4,6-dihydrocyclopenta[d]thiazole-5,4'-piperidin]-1'-yl]pyrazin-2-yl]sulfanyl-5-chloro-3-(2-hydroxy-2-methyl-propyl)quinazolin-4-one